N1C=C(C2=CC=CC=C12)C=O indole-3-aldehyde